CC=1C=C(C=CC1C)C=1COC2=CC(=CC=C2C1C1=CC=C(C=C1)[N+](=O)[O-])O 3-(3,4-dimethylphenyl)-4-(4-nitrophenyl)-2H-chromen-7-ol